ClC=1C(=NC(=NC1)NC1=NC(=NC=C1)C)C1=CC=C2CN(C(C2=C1)=O)[C@@H](C(=O)N[C@H](C)C1=NC(=CC=C1)C)C (2R)-2-(6-{5-chloro-2-[(2-methylpyrimidin-4-yl)amino]pyrimidin-4-yl}-1-oxo-2,3-dihydro-1H-isoindol-2-yl)-N-[(1R)-1-(6-methylpyridin-2-yl)ethyl]propanamide